4-Sulfamoylpiperazine-1-carboxylic acid tert-butyl ester C(C)(C)(C)OC(=O)N1CCN(CC1)S(N)(=O)=O